1-(4-(4-(benzyloxy)phenyl)butan-2-yl)-3-(2,5-dimethylphenyl)-1-methylurea C(C1=CC=CC=C1)OC1=CC=C(C=C1)CCC(C)N(C(=O)NC1=C(C=CC(=C1)C)C)C